C(CC)OC(CC(CCCCCC)SC1=NC(=NC(=N1)NCCCN(C)C)SCCCCCCCCCCCCCCCC)=O 3-((4-((3-(dimethylamino)propyl)amino)-6-(hexadecylthio)-1,3,5-triazin-2-yl)thio)nonanoic acid propyl ester